1,3-Dibromo-2,2-dimethoxypropane BrCC(CBr)(OC)OC